1-fluoro-2-isocyanato-4-(trifluoromethyl)benzene FC1=C(C=C(C=C1)C(F)(F)F)N=C=O